BrC1=CC2=C(SC=C2F)C=C1 5-bromo-3-fluorobenzo[B]thiophene